N4-(tert-butyl)-N2-(4-methoxy-3-(3-(pyrrolidin-1-yl)propoxy)phenyl)pyrimidine-2,4-diamine C(C)(C)(C)NC1=NC(=NC=C1)NC1=CC(=C(C=C1)OC)OCCCN1CCCC1